1-(2-(difluoromethyl)pyridin-4-yl)azetidin-3-ol FC(C1=NC=CC(=C1)N1CC(C1)O)F